N-Hydroxy-8-(naphthalene-1-sulfonamido)chromane-2-carboxamide ONC(=O)C1OC2=C(C=CC=C2CC1)NS(=O)(=O)C1=CC=CC2=CC=CC=C12